2-(9-(4-((tert-Butyldimethylsilyl)oxy)butyl)-3,9-diazaspiro[5.5]undecan-3-yl)pentane-1,5-diyl bis(2-hexyl-decanoate) C(CCCCC)C(C(=O)OCC(CCCOC(C(CCCCCCCC)CCCCCC)=O)N1CCC2(CC1)CCN(CC2)CCCCO[Si](C)(C)C(C)(C)C)CCCCCCCC